C(#N)C1=C(SC2=C1C(=NC=C2F)C=2C1=C(C=3C=NC(=NC3C2F)OCC2(CC2)CN2CCN(CC2)C)COC1)NC(OC(C)(C)C)=O tert-Butyl (3-cyano-7-fluoro-4-(5-fluoro-3-((1-((4-methylpiperazin-1-yl)methyl)cyclopropyl)meth-oxy)-7,9-dihydrofuro[3,4-f]quinazolin-6-yl)thieno[3,2-c]pyridin-2-yl)carbamate